CC1=C(C(=O)C=2C(=C(C(=O)C(=O)C(C3=C(C(=CC=C3C)C(C3=C(C=C(C=C3)C)C)=O)C)=O)C(=CC2)C)C)C=CC(=C1)C 2,4-dimethylbenzoyl-2,6-dimethylbenzoyl ketone